(R)-1-Cyclopropyl-6-fluoro-7-(4-(6-(4-(1-hydroxy-2-(N-methylacetamido)ethyl)phenoxy)pyrimidin-4-yl)piperazin-1-yl)-4-oxo-1,4-dihydroquinoline-3-carboxylic acid C1(CC1)N1C=C(C(C2=CC(=C(C=C12)N1CCN(CC1)C1=NC=NC(=C1)OC1=CC=C(C=C1)[C@H](CN(C(C)=O)C)O)F)=O)C(=O)O